N[C@@]1([C@@H](CC[C@H](C1)CCB(O)O)O)C(=O)O |r| rac-(1S,2R,5R)-1-amino-5-(2-boronoethyl)-2-hydroxycyclohexane-1-carboxylic acid